O=C1NC(CCC1N1C(C2=CC=C(C=C2C1=O)N([C@@H]1[C@H](CCCC1)NCC(=O)O)C)=O)=O ((1S,2S)-2-((2-(2,6-Dioxopiperidin-3-yl)-1,3-dioxoisoindolin-5-yl)(methyl)amino)cyclohexyl)glycin